[C-]1(C=CC=C1)C(C(=O)O)CC.[CH-]1C=CC=C1.[Fe+2] ferrocenyl-butyric acid